N-ethyl-6-[(2-isopropyl-5-oxo-6H-1,6-naphthyridin-4-yl)amino]pyridine-3-carboxamide C(C)NC(=O)C=1C=NC(=CC1)NC1=CC(=NC=2C=CNC(C12)=O)C(C)C